1-(5-Bromopyridin-3-yl)-N,N-dimethylmethylamine BrC=1C=C(C=NC1)CN(C)C